C(C)(C)(C)NC1=CC=2C=CCCC2CC1 2-(tert-butylamino)-5,6-dihydro-4H-naphthalen